ClC1=CC=C(C=C1)C1=CC=CO1 5-(4-CHLOROPHENYL)FURAN